OCC(CCCCCCCC(=O)O)\C=C\CCCCCCC E-9-(hydroxymethyl)octadec-10-enoic acid